COC1=CC=C(CN(C=2N=CC3=C(C=CC=C3C2)C#C[Si](C(C)C)(C(C)C)C(C)C)CC2=CC=C(C=C2)OC)C=C1 N,N-bis(4-methoxybenzyl)-8-((triisopropylsilyl)ethynyl)isoquinolin-3-amine